N-[(1R)-1-(6-methylpyridazin-3-yl)ethyl]-3-(5-methyl-1,3-thiazol-2-yl)-5-{[1-(2,2,2-trifluoroethyl)piperidin-4-yl]oxy}benzamide CC1=CC=C(N=N1)[C@@H](C)NC(C1=CC(=CC(=C1)OC1CCN(CC1)CC(F)(F)F)C=1SC(=CN1)C)=O